FC(C1=C(C=CC(=C1)C(F)(F)F)C(C)N1N=CC(=C1)NC(=O)C=1SC(=NN1)C=1OC=CC1)(F)F (1-(1-(2,4-bis(trifluoromethyl)phenyl)ethyl)-1H-pyrazol-4-yl)-5-(furan-2-yl)-1,3,4-thiadiazole-2-carboxamide